[2-(methacryloyloxy)ethyl]triethylammonium C(C(=C)C)(=O)OCC[N+](CC)(CC)CC